C(C)(C)(C)OC(COC1=C(C=C(C(=O)OC)C=C1)OC)=O methyl 4-(2-tert-butoxy-2-oxo-ethoxy)-3-methoxy-benzoate